[S-]S[S-].[K+].[K+] potassium trisulfide